NC1(CC1)CNC1=C(SC2=C1C=1N=CC(=NC1C=C2)OC)C(=O)OC Methyl 9-(((1-amino-cyclopropyl) methyl) amino)-3-methoxythieno[3,2-f]quinoxaline-8-carboxylate